2,2'-bis(2-hydroxyethoxy)-6,6'-diphenyl-1,1-binaphthyl OCCOC1=C(C2=CC=C(C=C2C=C1)C1=CC=CC=C1)C1=C(C=CC2=CC(=CC=C12)C1=CC=CC=C1)OCCO